bis(2-amino-2-oxoethyl) trithiocarbonate C(SCC(=O)N)(SCC(=O)N)=S